CC(CCCCCCCCCC/C=C/C(=O)O)O The molecule is an (omega-1)-hydroxy fatty acid that is trans-2-pentadecenoic acid in which the 14-pro-R hydrogen is replaced by a hydroxy group. It is an (omega-1)-hydroxy fatty acid, a long-chain fatty acid, an alpha,beta-unsaturated monocarboxylic acid and a hydroxy monounsaturated fatty acid. It derives from a trans-2-pentadecenoic acid.